FC1=C(C=CC=2N(C(=NC21)C2=CC=C(C=C2)S(=O)(=O)C)C)C2CCN(CC2)C2CC1CCC(C2)N1CCOC 4-fluoro-5-(1-(8-(2-methoxyethyl)-8-azabicyclo[3.2.1]octan-3-yl)piperidin-4-yl)-1-methyl-2-(4-(methylsulfonyl)phenyl)-1H-benzo[d]imidazole